decamethyl pentasiloxane 3,5-di-tert-butyl-4-hydroxyphenyl stearate C(CCCCCCCCCCCCCCCCC)(=O)OC1=CC(=C(C(=C1)C(C)(C)C)O)C(C)(C)C.C[SiH2]O[Si](O[Si](O[Si](O[Si](C)(C)C)(C)C)(C)C)(C)C